C(C)(C)NC1=C(C=C(C=C1)[N+](=O)[O-])CC(=O)O 2-(2-(isopropylamino)-5-nitrophenyl)acetic acid